5-(8-(3-fluoro-3-(trifluoromethyl)azetidin-1-yl)-[1,2,4]triazolo[1,5-b]pyridazin-6-yl)pyrimidine-2,4(1H,3H)-dione FC1(CN(C1)C=1C=2N(N=C(C1)C=1C(NC(NC1)=O)=O)N=CN2)C(F)(F)F